Aminotetrahydro-2H-thiopyran 1,1-dioxide NC1S(CCCC1)(=O)=O